C(C)(C)C1=C(C=CC=2N1N=C(N2)N[C@H]2CN(CC2)C(=O)C2=CC=C(C=C2)N(C(C=C)=O)C)C=2C=NNC2 (R)-N-(4-(3-((5-Isopropyl-6-(1H-pyrazol-4-yl)-[1,2,4]triazolo[1,5-a]pyridin-2-yl)amino)pyrrolidine-1-carbonyl)phenyl)-N-methylacrylamide